C(CCCCCCCCCCCCC)(=O)OC1COC(=C(C1=O)OC(CCCCCCCCCCCCC)=O)C 2,3-dihydro-3,5-dimyristoyloxy-6-methyl-4H-pyran-4-one